6-bromo-[1,2,4]triazolo[1,5-a]pyridine BrC=1C=CC=2N(C1)N=CN2